CN(CCCCCCCCCCCCNC(C(=C)C)=O)C N-[12-(dimethylamino)dodecyl]methyl-acrylamide